CC1=C(C=CC=C1)P(C1=C(C=CC=C1)C)C1=C(C=CC=C1)C tris(2-METHYLPHENYL)phosphine